CC1=NC=CC(=C1)C1=CC=C(S1)C(=O)N 5-(2-methylpyridin-4-yl)thiophene-2-carboxamide